(E)-3-(benzo[d][1,3]dioxol-5-yl)-N-(pyridin-2-yl)-N-(thiophen-2-ylmethyl)acrylamide O1COC2=C1C=CC(=C2)/C=C/C(=O)N(CC=2SC=CC2)C2=NC=CC=C2